C(C1=CC=CC=C1)N[C@H](C(=O)[O-])C(C)(C)C (2S)-2-(benzylamino)-3,3-dimethylbutanoate